C(=CC)SSC=CC bis-(1-propenyl) disulfide